O=S1(C2=C(CC1)C=C(C=C2)NC(=O)C=2C=CC1=C(C=3N(CCO1)C=NC3)C2)=O N-(1,1-Dioxido-2,3-dihydrobenzo[b]thiophen-5-yl)-5,6-dihydrobenzo[f]imidazo[1,5-d][1,4]oxazepine-10-carboxamide